ethynyl-tris(4-fluorophenyl)silane C(#C)[Si](C1=CC=C(C=C1)F)(C1=CC=C(C=C1)F)C1=CC=C(C=C1)F